tert-butyl 3-((cis)-3,3-difluoro-4-oxohexahydropyrrolo[3,4-b]pyrrol-5(1H)-yl)-2,2-dimethylpropionate FC1([C@H]2[C@@H](NC1)CN(C2=O)CC(C(=O)OC(C)(C)C)(C)C)F